CCCCCCCC(=O)OC[C@H](COP(=O)(O)O)OC(=O)CCCCCCC The molecule is a 1,2-diacyl-sn-glycero-3-phosphate in which the acyl groups at positions 1 and 2 are specified as octanoyl. It is a 1,2-diacyl-sn-glycerol 3-phosphate and an octanoate ester. It is a conjugate acid of a 1,2-dioctanoyl-sn-glycero-3-phosphate(2-).